tert-butyl (2-((R)-2-((S)-6,8-dichloro-1-methyl-1,2,3,4-tetrahydroisoquinoline-2-carbonyl)morpholino)-2-oxoethyl)(pyrazin-2-yl)carbamate ClC=1C=C2CCN([C@H](C2=C(C1)Cl)C)C(=O)[C@@H]1OCCN(C1)C(CN(C(OC(C)(C)C)=O)C1=NC=CN=C1)=O